2,3-bis-(4-chloro-phenyl)-1-oxo-1,2,3,4-tetrahydro-isoquinoline-4-carboxylic acid methoxymethyl-amide COCNC(=O)C1C(N(C(C2=CC=CC=C12)=O)C1=CC=C(C=C1)Cl)C1=CC=C(C=C1)Cl